ClC=1C=C(C=CC1)C1(CCNCC1)N 4-(3-chlorophenyl)piperidin-4-amine